tert-butyl (2-(5-methoxybenzofuran-6-yl)ethyl)carbamate COC=1C(=CC2=C(C=CO2)C1)CCNC(OC(C)(C)C)=O